(2R)-4,4,4-Trifluoro-2-(4-fluorophenyl)-N-{4-[7-(pyridin-2-yl)-5H-pyrrolo[2,3-b]pyrazin-6-yl]pyridin-2-yl}butanamid FC(C[C@@H](C(=O)NC1=NC=CC(=C1)C1=C(C=2C(=NC=CN2)N1)C1=NC=CC=C1)C1=CC=C(C=C1)F)(F)F